BrC1=CC=C(C=C1)C(COC1=C(C(=O)N)C=CC=C1)=O 2-[2-(4-bromophenyl)-2-oxoethoxy]benzamide